(R and S)-3-bromo-6-(2-(ethoxymethoxy)-6-methyl-4-(trifluoro-methyl)phenyl)-2-(tetrahydrofuran-3-yl)-2H-pyrazolo[3,4-b]pyridine BrC=1N(N=C2N=C(C=CC21)C2=C(C=C(C=C2C)C(F)(F)F)OCOCC)[C@H]2COCC2 |r|